[Li].C(CCCCCCCCCCC)C1=CSC=C1 3-dodecyl-thiophene lithium